C1(CC1)C#CCOC1=C(C=C(C=C1)S(=O)(=O)CC)C=1C=C(C(N(C1)C)=O)OC 5-[2-(3-cyclopropylprop-2-ynoxy)-5-ethylsulfonylphenyl]-3-methoxy-1-methylpyridin-2-one